(S)-2-((tert-butyldimethylsilyl)oxy)propylamine [Si](C)(C)(C(C)(C)C)O[C@H](CN)C